COC=1C=C(C=C(C1)C=1C=NN(C1)C)[C@@H](C)NC(=O)C=1C=C(C=CC1C)N1C[C@@H]2COC[C@H](C1)N2C(=O)OC(C)(C)C tert-butyl (1S,5R)-7-[3-[[(1R)-1-[3-methoxy-5-(1-methylpyrazol-4-yl)phenyl]ethyl]carbamoyl]-4-methyl-phenyl]-3-oxa-7,9-diazabicyclo[3.3.1]nonane-9-carboxylate